dioxapentacyclo[7.7.5.01,21.03,8.010,15]henicosa-3(8),10,12,14-tetraene-7,20-dione C123OC=4OCCC(C4C(C4=CC=CC=C4C1)C3C(CCC2)=O)=O